N-(1-(tert-butyl)-1H-pyrazol-4-yl)-2-(4-((6-(dimethylphosphoryl)quinolin-4-yl)oxy)-2-fluorophenyl)acetamide C(C)(C)(C)N1N=CC(=C1)NC(CC1=C(C=C(C=C1)OC1=CC=NC2=CC=C(C=C12)P(=O)(C)C)F)=O